CC1=C(C(CC(C1)O)(C)C)/C=C/C(=C/C=C/C(=C/C=O)/C)/C 3-hydroxyretinal